2-(1,4-dioxa-8-azaspiro[4.5]decan-8-yl)ethyl 4-(2-(3-(4-amino-1-isopropyl-1H-pyrazolo[3,4-d]pyrimidin-3-yl)-5-cyclopropylisoxazol-4-yl)pyrimidin-5-yl)piperidine-1-carboxylate NC1=C2C(=NC=N1)N(N=C2C2=NOC(=C2C2=NC=C(C=N2)C2CCN(CC2)C(=O)OCCN2CCC1(OCCO1)CC2)C2CC2)C(C)C